tert-Butyl (1R,5S)-3-[3-[[(1R)-1-[3,4-dimethoxy-5-(1-methylpyrazol-4-yl)phenyl]ethyl]carbamoyl]-4-methyl-phenyl]-3,8-diazabicyclo[3.2.1]octane-8-carboxylate COC=1C=C(C=C(C1OC)C=1C=NN(C1)C)[C@@H](C)NC(=O)C=1C=C(C=CC1C)N1C[C@H]2CC[C@@H](C1)N2C(=O)OC(C)(C)C